C(CC)N1CCN(CC1)CCC 1,4-dipropylpiperazine